ClC1=C(C(=CC=C1)F)C=1C=C2C(=NN(C2=CC1)C(C1=CC=CC=C1)(C1=CC=CC=C1)C1=CC=CC=C1)NC(=O)[C@H]1CN(CCC1)C(=O)OC(C)(C)C tert-Butyl (3R)-3-{[5-(2-chloro-6-fluorophenyl)-1-trityl-1H-indazol-3-yl]carbamoyl}piperidine-1-carboxylate